Difluoromethyldopa FC(F)N[C@H](C(=O)O)CC1=CC=C(O)C(O)=C1